2-((4-(Trifluoromethyl)phenyl)ethynyl)benzonitrile FC(C1=CC=C(C=C1)C#CC1=C(C#N)C=CC=C1)(F)F